[As]=S.[Cu] copper-arsenic sulphide